C(C)N1OC(C2C1C(CC(C2)(C2=C(C=CC=C2)C)C)C)(C)C 1-Ethyl-3,3,5,7-tetramethyl-5-(o-tolyl)octahydrobenzo[c]isoxazol